C1(=CC=CC=C1)C=C Phenylethen